4-(2H-1,2,3,4-tetrazol-5-yl)-5-(trifluoromethyl)pyrimidin-2-amine N=1NN=NC1C1=NC(=NC=C1C(F)(F)F)N